ClC1=NC=2CCCCC2C=C1C(=O)NC(COCC1=C(C=CC(=C1)F)Cl)(C)C 2-chloro-N-(1-((2-chloro-5-fluorobenzyl)oxy)-2-methylpropan-2-yl)-5,6,7,8-tetrahydroquinoline-3-carboxamide